N2-(2-methoxy-4-(1-methyl-1H-pyrazol-4-yl)phenyl)-6-methyl-N8-neopentylpyrido[3,4-d]pyrimidine-2,8-diamine COC1=C(C=CC(=C1)C=1C=NN(C1)C)NC=1N=CC2=C(N1)C(=NC(=C2)C)NCC(C)(C)C